1,3-Bis(6-methoxyhexyl)imidazolium COCCCCCCN1C=[N+](C=C1)CCCCCCOC